C[Se]C=1C=C(C=C(C1OC)OC)N1C([C@H]([C@@H]1C1=CC(=C(C=C1)OC)O)CI)=O (3S,4R)-1-(3-methylseleno-4,5-dimethoxyphenyl)-4-(3-hydroxy-4-methoxyphenyl)-3-iodomethylazetidin-2-one